FC1=C(C=C(C=C1)O)C(=O)N1CC2(C1)CC(C2)C2=CC(=NN2C2=C(C=CC=C2)C)C (2-fluoro-5-hydroxyphenyl)(6-(3-methyl-1-(o-tolyl)-1H-pyrazol-5-yl)-2-azaspiro[3.3]hept-2-yl)methanone